N-((R or S)-(3-chloro-2,4-difluorophenyl)(6-(trifluoromethyl)pyridin-3-yl)methyl)-(S)-2-cyclopropyl-3-oxopiperazine-1-carboxamide ClC=1C(=C(C=CC1F)[C@H](NC(=O)N1[C@H](C(NCC1)=O)C1CC1)C=1C=NC(=CC1)C(F)(F)F)F |o1:8|